3-(2-{(S)-[(2-ethylpyrazole-3-carbonyl)amino](4-methylcyclohexyl)methyl}-7-fluoro-3H-imidazo[4,5-c]pyridin-6-yl)-N,N-dimethylpyridine-4-carboxamide C(C)N1N=CC=C1C(=O)N[C@H](C1=NC2=C(C=NC(=C2F)C=2C=NC=CC2C(=O)N(C)C)N1)C1CCC(CC1)C